FC=1C=C(C=C(C1)OC)C=1N=CC(=NC1)CO (5-(3-fluoro-5-methoxyphenyl)pyrazin-2-yl)methanol